(1R,3aS,6aR)-N-((S,E)-4-fluoro-4-(methylsulfonyl)-1-((R)-2-oxopyrrolidin-3-yl)but-3-en-2-yl)-2-(9-hydroxy-9H-fluorene-9-carbonyl)octahydrocyclopenta[c]pyrrole-1-carboxamide F\C(=C/[C@H](C[C@@H]1C(NCC1)=O)NC(=O)[C@@H]1N(C[C@@H]2[C@H]1CCC2)C(=O)C2(C1=CC=CC=C1C=1C=CC=CC21)O)\S(=O)(=O)C